ClC1=C(OC=2C=CC(=C(C(=O)OC(C(=O)OCC)C)C2)[N+](=O)[O-])C=CC(=C1)C(F)(F)F 2-ethoxy-1-methyl-2-oxoethyl 5-[2-chloro-4-(trifluoromethyl)phenoxy]-2-nitrobenzoate